CC([O-])CC sec-butoxide